C1(CC1)CCN(C1=C2CN(C(C2=CC=C1)=O)C1C(NC(CC1)=O)=O)C1CCC(CC1)N(C)C 3-(4-((2-cyclopropylethyl)((1r,4r)-4-(dimethylamino)cyclohexyl)amino)-1-oxoisoindolin-2-yl)piperidine-2,6-dione